O=C(C(=O)OCC#CC(C1=NC=CC=C1)=O)C 4-oxo-4-(pyridin-2-yl)but-2-yn-1-yl 2-oxopropanoate